C(C(C)C)SCC(=O)O (ISOBUTYLTHIO)ACETIC ACID